C(C)C1=CC2=CC(C(C=C2C=C1)=O)=O 2-ethyl-6,7-naphthoquinone